CC=1C(=NC=C(C1)NC(=O)NC=1C=NC=2N(C1C1OCCC1)N=CC2)C2=NOC(=N2)CCCCCC(=O)O 6-(3-{3-methyl-5-[({[7-(Tetrahydrofuran-2-yl)pyrazolo[1,5-a]pyrimidin-6-yl]amino}carbonyl)amino]pyridin-2-yl}-1,2,4-oxadiazol-5-yl)hexanoic acid